COC1=CC=C(C=C1)NC(C(=CC1=CC=CC=C1)C1=CC=C(C=C1)C)=O N-(4-methoxyphenyl)-3-phenyl-2-(p-tolyl)acrylamide